4-(2-{[(2R,7aS)-2-fluoro-hexahydropyrrolizin-7a-yl]methoxy}-8-fluoro-5-(2-methyl-pyrazolidin-1-yl)pyrido[4,3-d]pyrimidin-7-yl)-6-fluoro-5-[2-(triisopropyl-silyl)ethynyl]naphthalen-2-ol F[C@@H]1C[C@@]2(CCCN2C1)COC=1N=CC2=C(N1)C(=C(N=C2N2N(CCC2)C)C2=CC(=CC1=CC=C(C(=C21)C#C[Si](C(C)C)(C(C)C)C(C)C)F)O)F